[Si](C1=CC=CC=C1)(C1=CC=CC=C1)(C(C)(C)C)OCC1=CC=C(C=N1)C(=O)OC methyl 6-[[tert-butyl(diphenyl)silyl]oxymethyl]pyridine-3-carboxylate